C1(CC1)C(=O)NC1=NC=CC(=C1)OC1=CC(=C(C=C1F)NC(=O)C=1C=CC2=C(NC=N2)C1)F N-(4-((2-(cyclopropanecarboxamido)pyridin-4-yl)oxy)-2,5-difluorophenyl)-1H-benzo[d]imidazole-6-Carboxamide